2,4-dichloro-5-((oxetan-3-yloxy)methyl)pyrimidine ClC1=NC=C(C(=N1)Cl)COC1COC1